5-((S)-5-methyl-3,4,5,6-tetrahydropyridin-2-yl)-2-(1-(pyrrolidin-1-yl)propan-2-yl)benzo[d]thiazole C[C@H]1CCC(=NC1)C=1C=CC2=C(N=C(S2)C(CN2CCCC2)C)C1